OC[C@@H](CC(C)C)NC1=NC(=NC(=N1)CC(C)C1=C(C=C(C=C1F)F)F)NS(=O)(=O)C N-(4-(((R)-1-hydroxy-4-methylpentan-2-yl)amino)-6-(2-(2,4,6-trifluorophenyl)propyl)-1,3,5-triazin-2-yl)methanesulfonamide